N-((5-(5-(difluoromethyl)-1,3,4-oxadiazol-2-yl)pyridin-2-yl)methyl)-3-fluoro-N-(3-fluorophenyl)azetidine-3-carboxamide FC(C1=NN=C(O1)C=1C=CC(=NC1)CN(C(=O)C1(CNC1)F)C1=CC(=CC=C1)F)F